1-(4-fluorophenyl)-N-(5-azaspiro[2.4]heptan-7-yl)-3,4-dihydroisoquinoline-2(1H)-carboxamide FC1=CC=C(C=C1)C1N(CCC2=CC=CC=C12)C(=O)NC1CNCC12CC2